C(C(C)C)C1=C(C=CC=C1)CCC#N 3-(2-isobutylphenyl)propanenitrile